C(C)S(=O)(=O)C1=C(N=C2N1CCCC2)C2=NC1=C(C(N(C(=C1)C(F)(F)F)C)=O)N2C 2-[3-(Ethylsulfonyl)-5,6,7,8-tetrahydroimidazo[1,2-a]pyridin-2-yl]-3,5-dimethyl-6-(trifluoromethyl)-3,5-dihydro-4H-imidazo[4,5-c]pyridin-4-one